CC1(C=CC(O1)=O)C 5,5-dimethyl-2(5H)furanone